C(C)(C)(C)C=1C=C(CCC(=O)OCCSCCOC(CCC2=CC(=C(C(=C2)C(C)(C)C)O)C(C)(C)C)=O)C=C(C1O)C(C)(C)C Thiodiethylene bis(3,5-di-tert-butyl-4-hydroxyhydrocinnamate)